methyl 2-(5-fluoro-2-((S)-tetrahydro-2H-pyran-2-yl)phenyl)-2-((S)-3-(2-(2-(5,6,7,8-tetrahydro-1,8-naphthyridin-2-yl)ethoxy)ethyl)pyrrolidin-1-yl)acetate FC=1C=CC(=C(C1)C(C(=O)OC)N1C[C@@H](CC1)CCOCCC1=NC=2NCCCC2C=C1)[C@H]1OCCCC1